hydroxyethyl-terephthalic acid OCCC1=C(C(=O)O)C=CC(=C1)C(=O)O